2-[4-[(4-bromophenoxy)methyl]-1H-1,2,3-triazol-1-yl]benzamide BrC1=CC=C(OCC=2N=NN(C2)C2=C(C(=O)N)C=CC=C2)C=C1